itaconic acid (4-octyl itaconate) CCCC(CCCC)C=C(C(=O)O)CC(=O)O.C(C(=C)CC(=O)O)(=O)O